C(C)C1CC=2C(=NC(=NC2CC1)SC)O 6-ethyl-2-methylsulfanyl-5,6,7,8-tetrahydroquinazolin-4-ol